cyclopropyl(1H-1,2,3-triazol-5-yl)methanone C1(CC1)C(=O)C1=CN=NN1